1,1'-biphenyl-2,2',6,6'-tetracarboxylic acid C=1(C(=CC=CC1C(=O)O)C(=O)O)C=1C(=CC=CC1C(=O)O)C(=O)O